NC=1C=2N(C(=C(N1)C=1C=C(C#N)C=CC1)C1=NN(C(C=C1)=O)C)N=C(N2)CC2=NC(=CC=C2)OC 3-(8-amino-2-((6-methoxypyridin-2-yl)methyl)-5-(1-methyl-6-oxo-1,6-dihydropyridazin-3-yl)-[1,2,4]triazolo[1,5-a]pyrazin-6-yl)benzonitrile